Ethyl (3S)-3-(7-{[(4R)-8-chloro-4-ethyl-1,1-dioxido-3,4-dihydro-2H-pyrido[2,3-b][1,4,5]oxathiazepin-2-yl]methyl}-1-benzothiophen-5-yl)-3-(1,4-dimethyl-1H-benzotriazol-5-yl)propanoate ClC1=CC2=C(O[C@@H](CN(S2(=O)=O)CC2=CC(=CC=3C=CSC32)[C@H](CC(=O)OCC)C3=C(C2=C(N(N=N2)C)C=C3)C)CC)N=C1